1-(2-pyridyl)-2-(1-hydroxyallyl)-5-bromoindole N1=C(C=CC=C1)N1C(=CC2=CC(=CC=C12)Br)C(C=C)O